2-[[3-(4-chloro-2-fluoro-phenyl)-5-methyl-triazol-4-yl]methyl]-5-(3-ethoxyazetidin-1-yl)pyridazin-3-one ClC1=CC(=C(C=C1)N1N=NC(=C1CN1N=CC(=CC1=O)N1CC(C1)OCC)C)F